COC1=CC2=C(NC(CO2)=O)C=C1 7-methoxy-2H-1,4-benzoxazin-3(4H)-one